(4-(5-(3-chlorophenyl)thiophen-2-yl)benzyl)glycine methyl((1-((2-(3,5-dichlorophenyl)-6-((6-(piperazin-1-yl)pyridin-3-yl)oxy)pyridin-4-yl)methyl)piperidin-4-yl)methyl)carbamate CN(C(O)=O)CC1CCN(CC1)CC1=CC(=NC(=C1)OC=1C=NC(=CC1)N1CCNCC1)C1=CC(=CC(=C1)Cl)Cl.ClC=1C=C(C=CC1)C1=CC=C(S1)C1=CC=C(CNCC(=O)O)C=C1